N-(6,7-dichloro-2-(2-hydroxyacetyl)-8-methoxy-2,3-dihydro-1H-pyrrolo[3,4-c]quinolin-4-yl)methanesulfonamide ClC1=C(C(=CC=2C3=C(C(=NC12)NS(=O)(=O)C)CN(C3)C(CO)=O)OC)Cl